(1-benzhydrylazetidin-3-yl)methyl methanesulfonate CS(=O)(=O)OCC1CN(C1)C(C1=CC=CC=C1)C1=CC=CC=C1